1-(1-(4-Chloro-2,6-dimethylphenyl)-1H-pyrrol-3-yl)-2-(piperidin-1-yl)ethanone ClC1=CC(=C(C(=C1)C)N1C=C(C=C1)C(CN1CCCCC1)=O)C